S(=O)(=O)(O)S(=O)(=O)ON O-(sulphosulfonyl)hydroxylamine